tert-butyl 4-cyano-4-[(3,5-difluorophenyl)methyl]piperidine-1-carboxylate C(#N)C1(CCN(CC1)C(=O)OC(C)(C)C)CC1=CC(=CC(=C1)F)F